(1S,2S,3R,4R)-3-(4-Fluoro-2-methoxy-5-(((1s,4s)-4-methyl-4-((naphthalen-1-ylmethoxy)carbonyl)cyclohexyl)oxy)benzamido)bicyclo[2.2.1]hept-5-ene-2-carboxylic acid FC1=CC(=C(C(=O)N[C@H]2[C@H]([C@@H]3C=C[C@H]2C3)C(=O)O)C=C1OC1CCC(CC1)(C(=O)OCC1=CC=CC3=CC=CC=C13)C)OC